FC=1C=C(C=CC1)C1=CC(=CC=C1)C1=CC(=CC=C1)F 3,3''-difluoro-1,1':3',1''-terphenyl